O1C(=CC=C1)[C@H](C)O (S)-1-(2-furyl)ethanol